C(C1=CC=CC=C1)(C1=CC=CC=C1)C1CCN(CC1)C(=O)Cl 4-benzhydrylpiperidine-1-carbonyl chloride